ClC1=CC(=NC(=C1)NC1=CC(=CC=C1)OC)C(=O)NC1=CC=CC=C1 4-chloro-6-((3-methoxyphenyl)amino)-N-phenylpyridinamide